6-Amino-3-(4'-chloro-3-(3-methyl-1,2,4-oxadiazol-5-yl)-1',2'-dihydrospiro[cyclopentane-1,3'-pyrrolo[2,3-b]pyridin]-5'-yl)-2-fluoro-N,N-dimethylbenzamide NC1=CC=C(C(=C1C(=O)N(C)C)F)C=1C(=C2C(=NC1)NCC21CC(CC1)C1=NC(=NO1)C)Cl